C(CCC)N[SiH2]NCCCC N,N'-dibutylsilanediamine